C1CCC2=C(C=3CCCC3C=C12)NC(=O)N=[S@@](=O)(NC(C1=CC=CC=C1)(C1=CC=CC=C1)C1=CC=CC=C1)C=1C=NN2C1OC[C@H](C2)OC (R,6S)-N'-((1,2,3,5,6,7-hexahydro-s-indacen-4-yl)carbamoyl)-6-methoxy-N-trityl-6,7-dihydro-5H-pyrazolo[5,1-b][1,3]oxazine-3-sulfonimidamide